N-[(3S,6S)-1-(2-fluoro-2-methylpropyl)-6-(trifluoromethyl)piperidin-3-yl]-8-azabicyclo[3.2.1]Octane-3-carboxamide FC(CN1C[C@H](CC[C@H]1C(F)(F)F)NC(=O)C1CC2CCC(C1)N2)(C)C